C1(O)=CC=C(O)C=C1 (R)-QUINOL